N[C@@H](CCCCN)C(=O)N[C@@H](C(C)C)C(=O)O L-lysyl-L-valine